FC=1C=C2C(=CNC2=CC1)CCNCCC N-(2-(5-fluoro-1H-indol-3-yl)ethyl)propan-1-amine